NCCNC=1C=C2CN(C(C2=CC1)=O)C1C(NC(CC1)=O)=O 3-(5-((2-aminoethyl)amino)-1-oxoisoindolin-2-yl)piperidine-2,6-dione